Cl.O=C1NC(CCC1NC1=C(C=C(C=C1)N1CCC(CC1)(O)CC(=O)O)F)=O 2-(1-(4-((2,6-dioxopiperidin-3-yl)amino)-3-fluorophenyl)-4-hydroxypiperidin-4-yl)acetic acid hydrochloride